3,4-difluoro-2-(2-fluoro-4-iodoanilino)-5-[[3-(2-methoxyethylsulfonylamino)phenyl]methyl]benzamide FC=1C(=C(C(=O)N)C=C(C1F)CC1=CC(=CC=C1)NS(=O)(=O)CCOC)NC1=C(C=C(C=C1)I)F